(S)-3-(1'-benzyl-5-chloro-6-oxo-6,8-dihydro-2H,7H-spiro[furo[2,3-e]isoindol-3,4'-piperidin]-7-yl)piperidine-2,6-dione C(C1=CC=CC=C1)N1CCC2(CC1)COC1=C3CN(C(C3=C(C=C12)Cl)=O)[C@@H]1C(NC(CC1)=O)=O